FC=1C=C(C=CC1OC1=CC=NC2=CC(=C(N=C12)OC)C(=C)C)NC(=O)C=1C(=NC(=C(C1O)C1=CC=C(C=C1)F)C)C N-[3-fluoro-4-[(6-methoxy-7-prop-1-en-2-yl-1,5-naphthyridin-4-yl)oxy]phenyl]-5-(4-fluorophenyl)-4-hydroxy-2,6-dimethylpyridine-3-carboxamide